CN Methaneamine